3-(2-(5-(4-hydroxybenzylidene)-3-(3-isopropylphenyl)-4-oxothiazolidin-2-ylidene)hydrazono)-5-fluoroindol-2-one OC1=CC=C(C=C2C(N(C(S2)=NN=C2C(NC3=CC=C(C=C23)F)=O)C2=CC(=CC=C2)C(C)C)=O)C=C1